N-[4-(2-chloro-6-methyl-phenoxy)-6-[2-(methoxymethyl)phenyl]pyrimidin-2-yl]-3-nitro-benzenesulfonamide ClC1=C(OC2=NC(=NC(=C2)C2=C(C=CC=C2)COC)NS(=O)(=O)C2=CC(=CC=C2)[N+](=O)[O-])C(=CC=C1)C